NC=1C=C(C=CC1)OC1=CC(=CC=C1)N bis(3-aminophenyl)ether